(3S,5R)-3-Fluoro-1-methyl-5-[(1-methyl-1H-pyrazol-4-yl)(sulfamoyl)amino]-piperidin-1-ium trifluoroacetate FC(C(=O)[O-])(F)F.F[C@@H]1C[NH+](C[C@@H](C1)N(S(N)(=O)=O)C=1C=NN(C1)C)C